C(C)OC(CCCC#C)=O Hex-5-ynoic acid ethyl ester